ClC1=NC(=NC(=N1)C=CC)NC(CO)CC(C)C 2-((4-chloro-6-(prop-1-en-1-yl)-1,3,5-triazin-2-yl)amino)-4-methylpentan-1-ol